ClC1=CC(=C(C=C1)NC(=O)N[C@H]1C(N(CCC1)C1=C(C=C(C=C1)C1=C(C=CC=C1)P(=O)(C)C)C1CC1)=O)F 1-(4-Chloro-2-fluorophenyl)-3-[(3R)-1-[3-cyclopropyl-2'-(dimethylphosphoryl)-[1,1'-biphenyl]-4-yl]-2-oxopiperidin-3-yl]urea